2-(1H-pyrrol-1-yl)aniline N1(C=CC=C1)C1=C(N)C=CC=C1